7-bromo-3-quinolinecarbonitrile BrC1=CC=C2C=C(C=NC2=C1)C#N